C(CCCCCCCCCCCCCC=CCCCCCCCC)(=O)OCCCCCCCCCCCCCCCCCCCCCCCCCCCCCCCCCC(=O)O 34-(tetracos-15-enoyloxy)-tetratriacontanoic acid